NC1=NC=2C=CC(=CC2C2=C1C=NN2C)C(=O)N(N(C(C(C)(C)C)=O)C)CC2=NC=C(C=C2)C(F)(F)F 4-amino-N',1-dimethyl-N'-pivaloyl-N-((5-(trifluoromethyl)pyridin-2-yl)methyl)-1H-pyrazolo[4,3-c]quinoline-8-carbohydrazide